C1(=CC=CC=C1)C(N1CCN(CC1)C(=O)C=1C=NC=C(C1)C(F)(F)F)C=1C=NC=CC1 1-[phenyl(pyridin-3-yl)methyl]-4-[5-(trifluoromethyl)pyridine-3-carbonyl]piperazine